N,N,N',N'-Tetra-(2-hydroxyethyl)-hexanediamide OCCN(C(CCCCC(=O)N(CCO)CCO)=O)CCO